OCC1C2C3CCCC3C(C1)C2 8-hydroxymethyltricyclo[5.2.1.02,6]decane